7-chloro-5-(7-(difluoromethyl)-6-(1-methyl-1H-pyrazol-4-yl)-3,4-dihydroquinolin-1(2H)-yl)-1-methyl-1H-indole-3-carboxylic acid ClC=1C=C(C=C2C(=CN(C12)C)C(=O)O)N1CCCC2=CC(=C(C=C12)C(F)F)C=1C=NN(C1)C